S-[4-[2-[4-(2-phenylethynyl) phenyl] ethynyl]-phenyl] thioacetate C(C)(=O)SC1=CC=C(C=C1)C#CC1=CC=C(C=C1)C#CC1=CC=CC=C1